benzyl 3-allyl-4-(benzyloxy)-2,5,6-trimethylbenzoate C(C=C)C=1C(=C(C(=O)OCC2=CC=CC=C2)C(=C(C1OCC1=CC=CC=C1)C)C)C